C(C1=CC=CC=C1)OC(CCS(=O)(=O)C1=NC(=CC(=N1)C=1C=CC(N(C1)CC1=CC(=C(C=C1)OC)OC)=O)C1=C(C=CC=C1)F)C1=CC=CC=C1 5-(2-((3-(benzyloxy)-3-phenylpropyl)sulfonyl)-6-(2-fluorophenyl)pyrimidin-4-yl)-1-(3,4-dimethoxybenzyl)pyridin-2(1H)-one